N=1C=NN2C1C=C(C=C2)C=2C=CC(=NC2)CC(=O)NC2=CC=C(C=C2)OC(F)(F)F 2-[5-([1,2,4]Triazolo[1,5-a]pyridin-7-yl)pyridin-2-yl]-N-[4-(trifluoromethoxy)phenyl]acetamide